6-(difluoromethoxy)-3-iodo-1H-pyrrolo[2,3-b]pyridine FC(OC1=CC=C2C(=N1)NC=C2I)F